1-[2-(2,4-dimethyl-phenylsulfanyl)phenyl]piperazine HBr Br.CC1=C(C=CC(=C1)C)SC1=C(C=CC=C1)N1CCNCC1